Ethyl 1-(4-(4,5-dichloro-6-oxopyridazin-1(6H)-yl)phenyl)-3-(trifluoromethyl)-1H-pyrazole-4-carboxylate ClC=1C=NN(C(C1Cl)=O)C1=CC=C(C=C1)N1N=C(C(=C1)C(=O)OCC)C(F)(F)F